2-(4-Cyano-phenyl)-N-(5,6-dimethoxy-benzothiazol-2-yl)-2-phenoxy-acetamide C(#N)C1=CC=C(C=C1)C(C(=O)NC=1SC2=C(N1)C=C(C(=C2)OC)OC)OC2=CC=CC=C2